The molecule is a quaternary ammonium salt that is the dibromide salt of 1,1'-hexadecane-1,16-diylbis(1-methylpyrrolidinium). It is a quaternary ammonium salt and an organic bromide salt. It contains a 1,1'-hexadecane-1,16-diylbis(1-methylpyrrolidinium). C[N+]1(CCCC1)CCCCCCCCCCCCCCCC[N+]2(CCCC2)C.[Br-].[Br-]